tert-butyl 3-(3-(4-(benzyloxy)phenyl)-1,2,4-oxadiazol-5-yl)-2-(diethoxyphosphoryl)propanoate C(C1=CC=CC=C1)OC1=CC=C(C=C1)C1=NOC(=N1)CC(C(=O)OC(C)(C)C)P(=O)(OCC)OCC